C1(=CC=CC=C1)C1=NC(=NC(=N1)C1=CC=CC=C1)C=1C(=C(C=C(C1N1C2=CC=CC=C2C=2C=C(C=CC12)C)C1=NC(=NC(=N1)C1=CC=CC=C1)C1=CC=CC=C1)N1C2=CC=C(C=C2C=2C=C(C=CC12)C)C)N1C2=CC=C(C=C2C=2C=C(C=CC12)C)C 9,9'-(3,5-bis(4,6-diphenyl-1,3,5-triazin-2-yl)-4-(3-methyl-9H-carbazol-9-yl)-1,2-phenylene)bis(3,6-dimethyl-9H-carbazole)